2-(5-bromo-7,8-dichloro-1,2,4,9-tetrahydrospiro[carbazole-3,2'-[1,3]dioxolan]-1-yl)acetic acid BrC1=C2C=3CC4(OCCO4)CC(C3NC2=C(C(=C1)Cl)Cl)CC(=O)O